OC1=CC=C(CC2=NC=3N(C=C(NC3SC3=CC=CC=C3)\C=C\C3=CC=C(C=C3)O)C2=O)C=C1 (E)-2-(4-hydroxybenzyl)-6-(4-hydroxystyryl)-8-(phenylthio)imidazo[1,2-a]pyrazin-3(7H)-one